4-(5-phenyl-1H-pyrazol-3-yl)-N2-(2,4-difluorophenyl)quinazoline-2,4-diamine C1(=CC=CC=C1)C1=CC(=NN1)C1(NC(=NC2=CC=CC=C12)NC1=C(C=C(C=C1)F)F)N